6-[2-(3-pyridinyl)-5-thiazolyl]-pyridine N1=CC(=CC=C1)C=1SC(=CN1)C1=CC=CC=N1